BrC=1C=CC(=C(OCCOC2=NC(=CC=C2)Cl)C1)CN1CC(C1)OC 2-[2-[5-bromo-2-[(3-methoxyazetidin-1-yl)methyl]phenoxy]ethoxy]-6-chloro-pyridine